5-(tert-butyl) 3-ethyl 1-(4-fluoro-3-nitrobenzyl)-7-methyl-1,4,6,7-tetrahydro-5H-pyrazolo[4,3-c]Pyridine-3,5-dicarboxylate FC1=C(C=C(CN2N=C(C=3CN(CC(C32)C)C(=O)OC(C)(C)C)C(=O)OCC)C=C1)[N+](=O)[O-]